phenyl(dimethylfluorenyl){[(biphenyl-yl)dibenzothiophenyl]phenyl}triazine C1(=CC=CC=C1)C1=C(C(=NN=N1)C1=C(C=CC=C1)C1=C(C=CC=2SC3=C(C21)C=CC=C3)C3=C(C=CC=C3)C3=CC=CC=C3)C3=C(C(=CC=2C1=CC=CC=C1CC32)C)C